P(=O)(OC1=CC(=CC=C1)CC)(OC1=CC(=CC=C1)CC)OC1=CC(=CC=C1)CC tri-(3-ethyl phenyl) phosphate